C(C)(C)(C)OC(=O)N1[C@@H]2CC[C@H]([C@H]1C(=O)O)C2 (1R,3S,4S)-2-(tert-butoxycarbonyl)-2-azabicyclo[2.2.1]Heptane-3-carboxylic acid